NCC1(CN(CC1)C1=NC(=NC2=CC=C(C=C12)C)N1CCS(C2=C(C1)C=CC=C2)(=O)=O)O 4-(4-(3-(aminomethyl)-3-hydroxypyrrolidin-1-yl)-6-methylquinazolin-2-yl)-2,3,4,5-tetrahydrobenzo[1,4]Thiazepine-1,1-dioxide